5-[[6-(difluoromethyl)pyridine-2-carbonyl]amino]-2-(3-hydroxy-3-methyl-butyl)pyrazolo[1,5-a]pyridine FC(C1=CC=CC(=N1)C(=O)NC1=CC=2N(C=C1)N=C(C2)CCC(C)(C)O)F